3-[bis(dimethylamino)methyl]-3H-benzotriazol-1-oxide hexafluorophosphate F[P-](F)(F)(F)(F)F.CN(C)C(N1N=[N+](C2=C1C=CC=C2)[O-])N(C)C